C(C)C1=CC(=C(C=C1OC(C)C)N1CCN(CC1)CC=1N=NC=CC1)C=1N=NNN1 3-[[4-[4-ethyl-5-isopropoxy-2-(2H-tetrazol-5-yl)phenyl]piperazin-1-yl]methyl]pyridazine